3-(5-(2,2-difluoro-6-azaspiro[3.4]octane-6-carbonyl)-1-oxoisoindolin-2-yl)piperidine-2,6-dione FC1(CC2(C1)CN(CC2)C(=O)C=2C=C1CN(C(C1=CC2)=O)C2C(NC(CC2)=O)=O)F